1H-benzo[d]imidazole-1-amine N1(C=NC2=C1C=CC=C2)N